tert-butyl (3R,4S,5S)-4-[(2S)-2-{[(9H-fluoren-9-ylmethoxy) carbonyl] amino}-N,3-dimethylbutanamido]-3-methoxy-5-methylheptanoate C1=CC=CC=2C3=CC=CC=C3C(C12)COC(=O)N[C@H](C(=O)N(C)[C@H]([C@@H](CC(=O)OC(C)(C)C)OC)[C@H](CC)C)C(C)C